bis-(methyldiethoxysilylpropyl)amine C[Si](OCC)(OCC)CCCNCCC[Si](C)(OCC)OCC